N2-cyclohexyl-N5-cyclopentyl-3-(3-methyl-1,2,4-oxadiazol-5-yl)pyridine-2,5-diamine C1(CCCCC1)NC1=NC=C(C=C1C1=NC(=NO1)C)NC1CCCC1